N1-(5-fluoro-7-(2-methoxyethoxy)quinazolin-4-yl)benzene-1,4-diamine FC1=C2C(=NC=NC2=CC(=C1)OCCOC)NC1=CC=C(C=C1)N